C(CCCCCCC\C=C/CCCCCCCC)(=O)OCC(COC(CCCCCCC\C=C/CCCCCCCC)=O)(COCC(COC(CCCCCCC\C=C/CCCCCCCC)=O)(COC(CCCCCCC\C=C/CCCCCCCC)=O)CO)CO Dipentaerythritol tetraoleate